ClC1=C2N(C(C(=N1)NCC1=CC(=CC=C1)S(=O)(=O)C)=O)[C@@H](CC2)C(=O)OCC2=CC=CC=C2 Benzyl (S)-1-chloro-3-((3-(methylsulfonyl)benzyl)amino)-4-oxo-4,6,7,8-tetrahydropyrrolo[1,2-a]pyrazine-6-carboxylate